5-bromo-7-fluoro-1-(3-fluoro-4-methylbenzyl)-2-oxo-2,3-dihydro-1H-benzo[b]azepine-4-carboxylic acid BrC=1C2=C(N(C(CC1C(=O)O)=O)CC1=CC(=C(C=C1)C)F)C=CC(=C2)F